NC1=NNC2=CC=C(C=C12)C1=CC(=NC=C1)NCCO 2-((4-(3-amino-1H-indazol-5-yl)pyridin-2-yl)amino)ethan-1-ol